C(C)C1CC\C=C/C\C=C/CCCCCCCC(O1)=O (10Z,13Z)-17-ethyloxacycloheptadeca-10,13-dien-2-one